1-[6-[1-[[4-[7-[4-(aminomethyl)-3-fluoro-phenyl]pyrazolo[1,5-a]pyrimidin-2-yl]-2-fluoro-phenyl]methyl]-4-piperidyl]-1-methyl-indazol-3-yl]hexahydropyrimidine-2,4-dione HCl salt Cl.NCC1=C(C=C(C=C1)C1=CC=NC=2N1N=C(C2)C2=CC(=C(C=C2)CN2CCC(CC2)C2=CC=C1C(=NN(C1=C2)C)N2C(NC(CC2)=O)=O)F)F